1,2-diheptadecanoyl-sn-glycero-3-phospho-L-serine C(CCCCCCCCCCCCCCCC)(=O)OC[C@@H](OC(CCCCCCCCCCCCCCCC)=O)COP(=O)(O)OC[C@H](N)C(=O)O